((R)-1-((R)-4-morpholino-4-oxo-2-(pyrazine-2-carboxamido)butanamido)-2-phenylethyl)boronic acid O1CCN(CC1)C(C[C@H](C(=O)N[C@@H](CC1=CC=CC=C1)B(O)O)NC(=O)C1=NC=CN=C1)=O